N[C@H](C(=O)N[C@H](C(=O)N[C@@H](C(=O)N[C@@H](CC1=CC=C(C=C1)O)C(=O)O)CC1=CC=C(C=C1)C)CCCCNC(CCCCCCC)=O)CC=1N=C(NC1)C1=CC=CC=C1 ((R)-2-((S)-2-((S)-2-amino-3-(2-phenyl-1H-imidazol-4-yl)propanamido)-6-octanamidohexanamido)-3-(p-tolyl)propanoyl)-L-tyrosine